2-(3-methoxyphenyl)-10-methyl[1,2,4]triazolo[1,5-c]quinazolin COC=1C=C(C=CC1)C1=NN2C=NC=3C=CC=C(C3C2=N1)C